bis(p-methoxybenzylidene)-acetone COC1=CC=C(C=CC(=O)C=CC2=CC=C(C=C2)OC)C=C1